BrC=1C=C2C(NC(=NC2=C(C1F)C=C)C(F)(F)F)=O 6-bromo-8-vinyl-7-fluoro-2-(trifluoromethyl)-3,4-dihydro-quinazolin-4-one